2-[3(S)-(4(S)-phenylOxazolidin-2-one-3-yl)-4(R)-(propen-1-yl)azetidin-2-one-1-yl]Acetic acid N-(3-trifluoromethylbenzyl) amide FC(C=1C=C(CNC(CN2C([C@H]([C@H]2C=CC)N2C(OC[C@@H]2C2=CC=CC=C2)=O)=O)=O)C=CC1)(F)F